C(C)(=O)N1CCC(CC1)(C(=O)N(CC(NC=1C=C2C[C@@]3(CC2=CC1)C(NC1=NC=CC=C13)=O)=O)CC1=C(C=C(C=C1)F)CNC)C (R)-1-acetyl-N-[[4-fluoro-2-(methylaminomethyl)phenyl]methyl]-4-methyl-N-[2-oxo-2-[[(3R)-2-oxospiro[1H-pyrrolo[2,3-b]pyridine-3,2'-indan]-5'-yl]amino]ethyl]piperidine-4-carboxamide